ClC1=C(C=C(C(=C1NC=1C(=C2C(N(C=NC2=CC1)C)=O)C)F)F)NS(=O)(=O)N1C2CC(C1)C2 N-(2-chloro-3-((3,5-dimethyl-4-oxo-3,4-dihydroquinazolin-6-yl)amino)-4,5-difluorophenyl)-2-azabicyclo[2.1.1]hexane-2-sulfonamide